(S)-2-((4-(6-((1-(methylsulfonyl)azetidin-3-yl)methoxy)pyridin-2-yl)piperazin-1-yl)methyl)-1-(oxetan-2-ylmethyl)-1H-benzo[d]imidazole-6-carboxylic acid CS(=O)(=O)N1CC(C1)COC1=CC=CC(=N1)N1CCN(CC1)CC1=NC2=C(N1C[C@H]1OCC1)C=C(C=C2)C(=O)O